FC=1C=C(C=C2C=CC(=NC12)O)N1C[C@@H](N([C@H](C1)C)C(=O)OC(C)(C)C)C tert-butyl (2S,6S)-4-(8-fluoro-2-hydroxyquinolin-6-yl)-2,6-dimethylpiperazine-1-carboxylate